ClC1=CC=2C(C(=N1)O[C@H](C)[C@@H]1CC(NC1)=O)=CN(N2)C (R)-4-[(R)-1-(6-chloro-2-methyl-2H-pyrazolo[4,3-c]pyridin-4-yloxy)-ethyl]-pyrrolidin-2-one